N-{{3-nitro-4-[((2S)-[1,4]dioxane-2-ylmethyl)-amino]phenyl}sulfonyl}-2-(1H-pyrrolo[2,3-b]pyridin-5-yloxy)-benzamide [N+](=O)([O-])C=1C=C(C=CC1NC[C@@H]1OCCOC1)S(=O)(=O)NC(C1=C(C=CC=C1)OC=1C=C2C(=NC1)NC=C2)=O